Cl.FC(C1N(CCC1)CC=1C=C(C(=O)N)C=CC1)(F)F 3-((2-(trifluoromethyl)pyrrolidin-1-yl)methyl)benzamide hydrochloride